Ethyl 2-(2-(cyclopropanesulfonamido)thiazol-4-yl)butanoate C1(CC1)S(=O)(=O)NC=1SC=C(N1)C(C(=O)OCC)CC